CC1=NN(C(=N1)C1=CC2=C(N(C=N2)CCO)C=C1)C1CCN(CC1)C 2-{5-[3-methyl-1-(1-methylpiperidin-4-yl)-1H-1,2,4-triazol-5-yl]-1H-benzimidazol-1-yl}ethanol